6-bromo-acetyl-2-dimethylamino-naphthalene BrC=1C=C2C=CC(=C(C2=CC1)C(C)=O)N(C)C